C(CCC)C1(C(NC(N1)=O)=O)C1=CC=C(C=C1)C(=O)N1CCN(CC1)C1=NC=C(C=C1C1CC1)C1CC1 5-butyl-5-{4-[4-(3,5-dicyclopropylpyridin-2-yl)piperazine-1-carbonyl]phenyl}imidazolidine-2,4-dione